C(NCCS(=O)(=O)O)C=1C(NC(N([C@H]2[C@H](O)[C@H](O)[C@@H](CO)O2)C1)=O)=O 5-taurinomethyl-uridine